1-(tert-butyl-chlorophosphino)-5-chloro-1H-indole C(C)(C)(C)P(N1C=CC2=CC(=CC=C12)Cl)Cl